N1=CC(=CC=C1)N1N=CC2=CC(=CC=C12)C(=O)O 1-(pyridin-3-yl)-1H-indazole-5-carboxylic acid